((1S,4S)-4-(2,3,5,6-tetrafluoro-4-(methylsulfonyl)phenoxy)cyclohexyl)-7-((2-(trimethylsilyl)ethoxy)methyl)-7H-pyrrolo[2,3-d]pyrimidin-4-amine FC1=C(OC2CCC(CC2)C=2N=C(C3=C(N2)N(C=C3)COCC[Si](C)(C)C)N)C(=C(C(=C1F)S(=O)(=O)C)F)F